5-(4,4,5,5-tetramethyl-1,3,2-dioxaborolan-2-yl)-3,3a,4,6a-tetrahydropentalen-2(1H)-one CC1(OB(OC1(C)C)C=1CC2CC(CC2C1)=O)C